C(CCCCCCCCCCC)[N+](C)(C)[O-] dodecyl-dimethyl-amine oxide